methyl 5-(2-(3-hydroxy-3-methylbutyl)-5-(2-(pyridin-4-yl)thiazole-4-carboxamido)-2H-indazol-6-yl)nicotinate OC(CCN1N=C2C=C(C(=CC2=C1)NC(=O)C=1N=C(SC1)C1=CC=NC=C1)C=1C=NC=C(C(=O)OC)C1)(C)C